4-(5-bromo-3-(methoxy-d3)pyridin-2-yl)morpholine BrC=1C=C(C(=NC1)N1CCOCC1)OC([2H])([2H])[2H]